C(CCC)OC(=O)N1CC(C1)C1=C2C(CCO2)=C(C=2OCCC21)Br Butyl-3-(8-bromo-2,3,6,7-tetrahydrobenzofuro[5,6-b]furan-4-yl)azetidine-1-carboxylate